5-(3-morpholino-5-((tetrahydrofuran-3-yl)sulfonyl)phenyl)-4-(trifluoromethyl)pyrimidin-2-amine O1CCN(CC1)C=1C=C(C=C(C1)S(=O)(=O)C1COCC1)C=1C(=NC(=NC1)N)C(F)(F)F